COC=1C=CC=C2CCC3(C(NC4=CC(=CC=C34)C(F)(F)F)=O)C12 7-methoxy-6'-(trifluoromethyl)-2,3-dihydrospiro[indene-1,3'-indoline]-2'-one